N-[2-(3-benzyloxyphenyl)ethyl]aniline magnesium [Mg].C(C1=CC=CC=C1)OC=1C=C(C=CC1)CCNC1=CC=CC=C1